(R)-N-ethyl-2-((5-(2-(6-(ethyl(methyl)amino)-2-methylhexan-3-yl)-2,6-diazaspiro[3.4]octan-6-yl)-1,2,4-triazin-6-yl)oxy)-5-fluoro-N-isopropylbenzamide C(C)N(C(C1=C(C=CC(=C1)F)OC1=C(N=CN=N1)N1CC2(CN(C2)[C@@H](C(C)C)CCCN(C)CC)CC1)=O)C(C)C